(2S)-3-[(5-fluoropyridin-3-yl)methoxy]-2-(methylamino)propionic acid FC=1C=C(C=NC1)COC[C@@H](C(=O)O)NC